methyl 4-((tert-butoxycarbonyl) amino)-3-chloro-6-(4-chloro-3-fluorophenyl)-5-fluoro-pyridine-2-carboxylate C(C)(C)(C)OC(=O)NC1=C(C(=NC(=C1F)C1=CC(=C(C=C1)Cl)F)C(=O)OC)Cl